N(=[N+]=[N-])[C@]1(C[C@@H]2[C@@H](C(N(C2)C(=O)OC(C)(C)C)=O)[C@@H]1CCCB1OC(C(O1)(C)C)(C)C)C(=O)OCC1=CC=CC=C1 5-benzyl 2-(tert-butyl) (3aR,5S,6S,6aR)-5-azido-1-oxo-6-(3-(4,4,5,5-tetramethyl-1,3,2-dioxaborolan-2-yl)propyl)hexahydrocyclopenta[c]pyrrole-2,5(1H)-dicarboxylate